NC=1C(=NC(=NC1C1=C(C(=CC=C1C)OC)C)C=1C(=NC=C(C1)F)N)C(=O)OCC ethyl 5-amino-2-(2-amino-5-fluoro-3-pyridyl)-6-(3-methoxy-2,6-dimethyl-phenyl)pyrimidine-4-carboxylate